OC1=C2CCCC2=CC=C1C1=NN=CC(N1C)=O 3-(4-hydroxyindan-5-yl)-4-methyl-1,2,4-triazin-5-one